C(C)OC(C(=C(C1=CC=CC=C1)C1=CC=CC=C1)C#N)=O alpha-cyano-beta-phenyl-cinnamic acid ethyl ester